C(C)(C)(C)OC(=O)N1CC(N(CC1)CC=1C=NC(=C(C1)N1CCC(CC1)F)C(F)(F)F)C 4-((5-(4-fluoropiperidin-1-yl)-6-(trifluoromethyl)pyridin-3-yl)methyl)-3-methylpiperazine-1-carboxylic acid tert-butyl ester